4-[2-(4-nitrophenoxy)ethyl]piperazine-1-carboxylic acid tert-butyl ester C(C)(C)(C)OC(=O)N1CCN(CC1)CCOC1=CC=C(C=C1)[N+](=O)[O-]